1,3-bis(9H-carbazole-yl)benzene C1(=CC=CC=2C3=CC=CC=C3NC12)C1=CC(=CC=C1)C1=CC=CC=2C3=CC=CC=C3NC12